2,4-difluoroaniline hydrofluoric acid salt F.FC1=C(N)C=CC(=C1)F